The molecule is a monounsaturated fatty acyl-CoA(4-) obtained by deprotonation of the phosphate and diphosphate OH groups of (11Z)-hexadec-11-enoyl-CoA; major species at pH 7.3. It is a conjugate base of an (11Z)-hexadec-11-enoyl-CoA. CCCC/C=C\\CCCCCCCCCC(=O)SCCNC(=O)CCNC(=O)[C@@H](C(C)(C)COP(=O)([O-])OP(=O)([O-])OC[C@@H]1[C@H]([C@H]([C@@H](O1)N2C=NC3=C(N=CN=C32)N)O)OP(=O)([O-])[O-])O